(2R,5S)-tert-butyl 2,5-dimethyl-piperazine-1-carboxylate C[C@H]1N(C[C@@H](NC1)C)C(=O)OC(C)(C)C